ClC=1C=C(C=CC1C)NC1N(C(=NC(=N1)N)N1CCOCC1)C1=CC=C(C=C1)F N-(3-Chloro-4-methylphenyl)-N1-(4-fluorophenyl)-6-morpholin-4-yl-[1,3,5]triazine-2,4-diamine